1-(trimethylsilyl)-3,4-dichlorobenzene C[Si](C1=CC(=C(C=C1)Cl)Cl)(C)C